COCO[C@@H]1[C@@H](C[C@@H](C1)NC)NC(OC(C)(C)C)=O tert-butyl [(1R,2S,4S)-2-(methoxymethoxy)-4-(methylamino)cyclopentyl]carbamate